(4-((5-chloro-4-(1-(pyridin-4-yl)-1H-pyrazol-4-yl)pyrimidin-2-yl)amino)-3-methoxyphenyl)(morpholino)methanone ClC=1C(=NC(=NC1)NC1=C(C=C(C=C1)C(=O)N1CCOCC1)OC)C=1C=NN(C1)C1=CC=NC=C1